NC1=NC=2C=C(C(=CC2C2=C1[C@H](OC2)C)C(=O)N(C)CC2=CC1=C(N=C(S1)C)C=C2OCC)F (R)-4-amino-N-((5-ethoxy-2-methylbenzo[d]thiazol-6-yl)methyl)-7-fluoro-N,3-dimethyl-1,3-dihydrofuro[3,4-c]quinoline-8-carboxamide